O=C1NC(CCC1N1C(C2=CC=C(C=C2C1=O)N1CCN(CC1)C1=C(C=C(C(=C1)OC)[N+](=O)[O-])C=1C=NN(C1)C)=O)=O 2-(2,6-dioxopiperidin-3-yl)-5-(4-(5-methoxy-2-(1-methyl-1H-pyrazol-4-yl)-4-nitrophenyl)piperazin-1-yl)isoindoline-1,3-dione